Ethyl-2-chloroimidazol C(C)C=1N=C(NC1)Cl